ClC1=CC=C(C=C1)C=1C(=NN2C1N=C(N(C2=O)CC2=CC=C(C=C2)OC)SCC2=CC=C(C=C2)OC)/C=N/O 8-(4-chlorophenyl)-7-[(1E)-(hydroxyimino)methyl]-3-[(4-methoxyphenyl)methyl]-2-{[(4-methoxyphenyl)methyl]sulfanyl}pyrazolo[1,5-a][1,3,5]triazin-4-one